NC1=CC=2C(=C3C(=NC2C=C1)C1=CC2=C(C(N1C3)=O)COC([C@]2(O)CC)=O)CC (S)-9-amino-4,11-diethyl-4-hydroxy-1,12-dihydro-14H-pyrano[3',4':6,7]indolizino[1,2-b]quinoline-3,14(4H)-dione